FC1(CN(C1)C=1C=C(C(=NC1)C=1C=C(SC1C)C(=O)OC)OCC1=CC(=CC(=C1)S(=O)(=O)C)F)F methyl 4-[5-(3,3-difluoroazetidin-1-yl)-3-[(3-fluoro-5-methanesulfonyl phenyl)methoxy]pyridin-2-yl]-5-methylthiophene-2-carboxylate